BrCC1=C(C(=CC=C1)Cl)Cl 1-(bromomethyl)-2,3-dichloro-benzene